N-(2-((2,5-dichloropyrimidin-4-yl)amino)-4-isopropylphenyl)methanesulfonamide Tert-butyl-6-[2-(ethylcarbamoyl)phenyl]sulfanyl-3-iodoindazole-1-carboxylate C(C)(C)(C)OC(=O)N1N=C(C2=CC=C(C=C12)SC1=C(C=CC=C1)C(NCC)=O)I.ClC1=NC=C(C(=N1)NC1=C(C=CC(=C1)C(C)C)NS(=O)(=O)C)Cl